Cl.CNCC1=CC=CC2=CC=CC=C12 N-methyl-1-(naphthalen-1-yl)methanamine hydrochloride